1-benzylmethylamino-3-phenylbut-3-ene C(C1=CC=CC=C1)CNCCC(=C)C1=CC=CC=C1